2-(4-pyridyl)-5-trifluoromethylpyrimidine N1=CC=C(C=C1)C1=NC=C(C=N1)C(F)(F)F